[N-](S(=O)(=O)C(F)(F)F)S(=O)(=O)C(F)(F)F.C(CCC)C(N)(CCCC)CCCC tri-n-butyl-methylamine bis(trifluoromethylsulfonyl)imide salt